FC(=CC=1C=C(C(=NC1OC)N(CC1=CC=C(C=C1)OC)CC1=CC=C(C=C1)OC)F)F 5-(2,2-difluorovinyl)-3-fluoro-6-methoxy-N,N-bis[(4-methoxyphenyl)methyl]pyridin-2-amine